Racemic-methyl (2S)-1-(5-((3-fluorophenyl)ethynyl)-2,3-dihydro-1H-inden-1-yl)-piperidine-2-carboxylate FC=1C=C(C=CC1)C#CC=1C=C2CC[C@H](C2=CC1)N1[C@@H](CCCC1)C(=O)OC |&1:14|